4-methyl-1-(6-methylimidazo[1,5-a]pyrazin-8-yl)piperidin-4-amine CC1(CCN(CC1)C=1C=2N(C=C(N1)C)C=NC2)N